CC1=C(C=C(C=C1)C)C1=CC=C(C=C1)N1CCC(CC1)NC(=O)OC(C)(C)C Methyl-4'-(4-((tert-butoxycarbonyl)amino)piperidin-1-yl)-5-methyl-[1,1'-biphenyl]